FC1=C(C=CC(=C1O)F)C1=NN=C(S1)CN1C2(CC2)C(N(C1=O)[C@H](C(F)(F)F)C1=C(C=C(C=C1)F)F)=O (S)-4-((5-(2,4-difluoro-3-hydroxyphenyl)-1,3,4-thiadiazol-2-yl)methyl)-6-(1-(2,4-difluorophenyl)-2,2,2-trifluoroethyl)-4,6-diazaspiro[2.4]heptane-5,7-dione